(S)-1-(2-Chlorophenyl)ethan-1-amine ClC1=C(C=CC=C1)[C@H](C)N